3,5-bis(2-fluorobenzenesulfonyl)-N-(4-fluorobenzenesulfonyl)-4-piperidone FC1=C(C=CC=C1)S(=O)(=O)C1CN(CC(C1=O)S(=O)(=O)C1=C(C=CC=C1)F)S(=O)(=O)C1=CC=C(C=C1)F